4-(4-acryloyl-cis-3,5-dimethylpiperazin-1-yl)-7-(2-amino-6-fluorophenyl)-6-chloro-1-(4,6-diisopropylpyrimidin-5-yl)pyrido[2,3-d]pyrimidin-2(1H)-one C(C=C)(=O)N1[C@@H](CN(C[C@@H]1C)C=1C2=C(N(C(N1)=O)C=1C(=NC=NC1C(C)C)C(C)C)N=C(C(=C2)Cl)C2=C(C=CC=C2F)N)C